N-[9,10-bis(1,1'-biphenyl-2-yl)-2-anthracenyl]-N,9-diphenyl-9H-carbazole-3-amine C1(=C(C=CC=C1)C=1C2=CC=CC=C2C(=C2C=CC(=CC12)N(C=1C=CC=2N(C3=CC=CC=C3C2C1)C1=CC=CC=C1)C1=CC=CC=C1)C1=C(C=CC=C1)C1=CC=CC=C1)C1=CC=CC=C1